di-dodecyl-diglycolamic acid C(CCCCCCCCCCC)C(C(=O)O)(OCC(=O)N)CCCCCCCCCCCC